C(C)(C)(C)C=1C=C(C(=O)N)C=C(C1O)C(C)(C)C 3,5-di-tert-butyl-4-hydroxy-benzamide